O=C1N(CC2=CC(=CC=C12)O[C@H]1[C@@H](CCC1)N1CC(C1)OCC(F)(F)F)C1C(NC(CC1)=O)=O 3-(1-oxo-5-(((1R,2R)-2-(3-(2,2,2-trifluoroethoxy)azetidin-1-yl)cyclopentyl)oxy)isoindolin-2-yl)piperidine-2,6-dione